ClC1=C(C(=O)N[C@@H](C(=O)N[C@@H]2B(OC3=C(C2)C=CC=C3C(=O)O)O)C3=CC=C(C=C3)P(=O)(O)O)C=CC(=C1O)O (R)-3-((R)-2-(2-chloro-3,4-dihydroxybenzamido)-2-(4-phosphonophenyl)acetamido)-2-hydroxy-3,4-dihydro-2H-benzo[e][1,2]oxaborinine-8-carboxylic acid